C(C)(C)NC(O[C@H]1C[C@H](CC1)C1=NN(C(=C1)NC1=NC=CC(=C1)OC1=C(C(=CC=C1)O)C=O)C(C)(C)C)=O (1R,3S)-3-(1-tert-butyl-5-{[4-(2-formyl-3-hydroxyphenoxy)pyridin-2-yl]amino}pyrazol-3-yl)cyclopentyl N-isopropylcarbamate